butyl-undecane C(CCC)CCCCCCCCCCC